(4-(cyclopropanecarbonyl)piperazin-1-yl)(4-((2S*,6R*)-2,6-dimethylmorpholino)-6-fluoroquinolin-3-yl)methanone C1(CC1)C(=O)N1CCN(CC1)C(=O)C=1C=NC2=CC=C(C=C2C1N1C[C@@H](O[C@@H](C1)C)C)F |o1:25,27|